FC(C(=O)O)(C(C(C(C(C(C(F)(F)F)(F)F)(F)F)(F)F)(F)F)(F)F)F perfluoro-octanoic acid